ClC=1C(=CC(=C(C1)NC1=NC=NC2=CC(=C(C=C12)NC(C=CC1N(CCC1)C)=O)OC)OC)OC1=CC(=CC=C1)F N-(4-((5-chloro-4-(3-fluorophenoxy)-2-methoxyphenyl)amino)-7-methoxyquinazolin-6-yl)-3-(1-methylpyrrolidin-2-yl)acrylamide